Cl.O(C)N methoxylamine HCl